O[C@@H]1[C@H](CCCC1)NC(C1=NC(=CC(=C1)CC1=CC=C(C=C1)C1=NN(C=C1)C)C=1C=NN(C1)C)=O N-((1S,2S)-2-hydroxycyclohexyl)-4-(4-(1-methyl-1H-pyrazol-3-yl)benzyl)-6-(1-methyl-1H-pyrazol-4-yl)picolinamide